1,3,5-trihydroxybenzaldehyde OC1(C=O)CC(=CC(=C1)O)O